1-(phenethyl)guanidine hydrochloride Cl.C(CC1=CC=CC=C1)NC(=N)N